Cl.ClC1=C(C=CC=C1Cl)C1CCN(CC1)CCCOC=1C=CC2=C(N=CS2)C1 5-(3-(4-(2,3-dichlorophenyl)piperidin-1-yl)propoxy)benzo[d]thiazole hydrochloride